ClC1=NC2=CC(=CC=C2C(=C1)C1=C(C=CC=C1)C)O[C@@H](C(=O)N1C[C@H](CCC1)CC(=O)O)C 2-[(3R)-1-[(2R)-2-[[2-chloro-4-(o-tolyl)-7-quinolyl]oxy]propanoyl]-3-piperidyl]acetic acid